FC1=C(C(=CC=C1)F)C=1NC2=C(C3=C(N1)C(=NN3)C)C=C(N=C2C)N2CCC(CC2)(C#N)C 1-(5-(2,6-difluorophenyl)-3,7-dimethyl-1,6-dihydropyrazolo[4,3-d]pyrido[4,3-f][1,3]diazepin-9-yl)-4-methylpiperidine-4-carbonitrile